FC(S(=O)(=O)[O-])(F)F.C(C)(=O)OC1=CC=C(C=C1)[S+](C)CC1=CC=CC=C1 4-acetoxyphenyl-benzyl-methyl-sulfonium trifluoromethanesulfonate